C(C)(C)(C)OC(=O)N1C[C@@H](C[C@H](C1)C)O |r| rac-(3R,5R)-3-hydroxy-5-methylpiperidine-1-carboxylic acid tert-butyl ester